4-(o-tolyl)-1H-indene-1-ide C1(=C(C=CC=C1)C1=C2C=C[CH-]C2=CC=C1)C